BrC=1C=C(C=CC1F)N1C(=NOC1=O)C1=NON=C1NCCS(=O)(=O)C 4-(3-bromo-4-fluorophenyl)-3-(4-((2-(S-methylsulfonyl)ethyl)amino)-1,2,5-oxadiazol-3-yl)-1,2,4-oxadiazol-5(4H)-one